ClC=1C=C(NC=2C=3N(C=CN2)C(=CN3)C3=C(C(=C(OCC#N)C=C3)F)F)C=CC1C(=O)N1CCC(CC1)C1=CC=NC=C1 2-[4-[8-[3-chloro-4-[4-(4-pyridyl)piperidine-1-carbonyl]anilino]imidazolo[1,2-a]pyrazin-3-yl]-2,3-difluoro-phenoxy]acetonitrile